2-((4-(6-amino-3-azabicyclo[3.1.0]hexane-3-yl)pyrimidin-5-yl)oxy)-N-ethyl-5-fluoro-N-isopropylbenzamide NC1C2CN(CC12)C1=NC=NC=C1OC1=C(C(=O)N(C(C)C)CC)C=C(C=C1)F